2-{(1r,5s,6r)-6-[methyl-(propan-2-yl)carbamoyl]-3-azabicyclo[3.1.0]hex-3-yl}-6-azaspiro[3.4]octane-6-carboxylic acid ethyl ester C(C)OC(=O)N1CC2(CC(C2)N2C[C@H]3C([C@H]3C2)C(N(C(C)C)C)=O)CC1